COCCOC1=CC(=NC(=C1)[C@@]1(COCC1)OC)C=1C=C(N2C=NC(=CC21)NC(=O)N)C (S)-1-(5-(4-(2-Methoxyethoxy)-6-(3-methoxytetrahydrofuran-3-yl)pyridine-2-yl)-7-methylpyrrolo[1,2-c]pyrimidin-3-yl)urea